N-(2-amino-1-(3-chloro-4-fluorophenyl)ethyl)-1-(2-((4-fluorophenyl)amino)-5-methylpyridin-4-yl)-1H-pyrrole-3-amide NCC(C1=CC(=C(C=C1)F)Cl)NC(=O)C1=CN(C=C1)C1=CC(=NC=C1C)NC1=CC=C(C=C1)F